C1(CCCC1)N1CC(CCC1)C1=CN=C(C=C1C#N)C1=CC=C(C=C1)F 5-(1-cyclopentylpiperidin-3-yl)-2-(4-fluorophenyl)isonicotinonitrile